(1R)-4-amino-N,1-dimethyl-N-((3S)-6-(trifluoromethyl)-2,3-dihydro-1-benzofuran-3-yl)-1,3-dihydrofuro[3,4-c]quinoline-8-carboxamide NC1=NC=2C=CC(=CC2C2=C1CO[C@@H]2C)C(=O)N([C@@H]2COC1=C2C=CC(=C1)C(F)(F)F)C